3-((pyridazine-4-carboxamido)methyl)-4,5-dihydroisoxazole-5-carboxamide N1=NC=C(C=C1)C(=O)NCC1=NOC(C1)C(=O)N